4-(4-(2,5-Diazabicyclo[2.2.2]octan-2-yl)-8-fluoro-2-((1-(pyrrolidin-1-ylmethyl)cyclopropyl)methoxy-d2)pyrido[4,3-d]pyrimidin-7-yl)-5,6-difluoronaphthalen-2-ol C12N(CC(NC1)CC2)C=2C1=C(N=C(N2)OC([2H])([2H])C2(CC2)CN2CCCC2)C(=C(N=C1)C1=CC(=CC2=CC=C(C(=C12)F)F)O)F